N-(3-formamido-4-oxo-6-benzenesulfinyl-4H-7-benzopyranyl)methanesulfonamide potassium salt [K].C(=O)NC1=COC2=C(C1=O)C=C(C(=C2)NS(=O)(=O)C)S(=O)C2=CC=CC=C2